N-[5-(3-cyanophenyl)-1H-indazol-3-yl]-1-methylpiperidine-4-carboxamide hydrochloride Cl.C(#N)C=1C=C(C=CC1)C=1C=C2C(=NNC2=CC1)NC(=O)C1CCN(CC1)C